NC(CC[C@@H](C1=CC(=CC=C1)NS(=O)(=O)C)NC(=O)N1CC2=CC(=CC(=C2CC1)C1=CC=C(C=C1)C(F)(F)F)C=1OC=CN1)=O (S)-N-(4-amino-1-(3-(methylsulfonamido)phenyl)-4-oxobutyl)-7-(oxazol-2-yl)-5-(4-(trifluoromethyl)phenyl)-3,4-dihydroisoquinoline-2(1H)-carboxamide